COC1=CN(C2=CC(=CC=C12)C(=O)N1[C@@H](C=2N(CC1)C(=NN2)C2=NC(=NS2)C)C)C(=O)OC(C)(C)C tert-butyl (R)-3-methoxy-6-(8-methyl-3-(3-methyl-1,2,4-thiadiazol-5-yl)-5,6,7,8-tetrahydro-[1,2,4]triazolo[4,3-a]pyrazine-7-carbonyl)-1H-indole-1-carboxylate